NC1(CCN(CC1)C=1N=C2C(=NC1)N=C(C=C2)NC2=C(C(=CC=C2)Cl)Cl)C 2-(4-amino-4-methylpiperidin-1-yl)-N-(2,3-dichlorophenyl)pyrido[2,3-b]Pyrazin-6-amine